5-chloro-N-(5-chloro-6-(2H-1,2,3-triazol-2-yl)pyridin-3-yl)-2'-((cyanomethyl)amino)-2,4'-difluoro-[1,1'-biphenyl]-4-carboxamide ClC=1C(=CC(=C(C1)C1=C(C=C(C=C1)F)NCC#N)F)C(=O)NC=1C=NC(=C(C1)Cl)N1N=CC=N1